O[C@@H]1[C@H](O[C@@H]([C@H]([C@@H]1O)O)CO)C#CC1=C(C2=C(C=C1)C1=CC=C(C=C1C21CCNCC1)C#C[C@H]1O[C@@H]([C@H]([C@@H]([C@@H]1O)O)O)CO)C(=O)OC Methyl 2,7-bis[2-[(2R,3S,4R,5S,6R)-3,4,5-trihydroxy-6-(hydroxymethyl)tetrahydropyran-2-yl]ethynyl]spiro[fluorene-9,4-piperidine]-1-carboxylate